CC1=NC=C(N=C1CC)C 2,5-dimethyl-3-ethylpyrazine